C1(CCCCC1)NC(C1=NC(=CC=C1)C=1C=C2C=CNC2=CC1)=O N-cyclohexyl-6-(1H-indol-5-yl)picolinamide